octyldodecanol Lauroyl-Glutamate C(CCCCCCCCCCC)(=O)N[C@@H](CCC(=O)O)C(=O)O.C(CCCCCCC)C(CCCCCCCCCCC)O